O=C1NC(CCC1N1C(OC2=C1C=CC(=C2S(=O)(=O)F)C2CCNCC2)=O)=O 3-(2,6-dioxopiperidin-3-yl)-2-oxo-6-(piperidin-4-yl)-2,3-dihydrobenzo[d]oxazole-7-sulfonyl fluoride